ClC1=C(C(=C(CC(C(=O)N)(C)C)C=C1)F)C=1NC(C=C(N1)C=1SC=C(N1)C#CC)=O (4-chloro-2-fluoro-3-{6-oxo-4-[4-(1-propynyl)thiazol-2-yl]-1,6-dihydropyrimidin-2-yl}benzyl)isobutyramide